C(C1=CC=CC=C1)OC1=CC=C(C=2C(N(CC12)C1C(NC(CC1)=O)=O)=O)C#N 7-(benzyloxy)-2-(2,6-dioxopiperidin-3-yl)-3-oxoisoindoline-4-carbonitrile